p-methylolbenzonitrile C(O)C1=CC=C(C#N)C=C1